tri-o-cresyl phosphite CC1=CC=CC=C1OP(OC2=CC=CC=C2C)OC3=CC=CC=C3C